(3R,5R,8R,9R,10S,13S,14S,17S)-N-(6-cyanopyrimidin-4-yl)-3-hydroxy-13-methyl-3-propylhexadecahydro-1H-cyclopenta[a]phenanthrene-17-carboxamide C(#N)C1=CC(=NC=N1)NC(=O)[C@H]1CC[C@H]2[C@@H]3CC[C@@H]4C[C@](CC[C@@H]4[C@H]3CC[C@]12C)(CCC)O